2,4-dioxo-1-(pyrimidin-5-ylmethyl)-3-[3-(trifluoromethyl)phenyl]-3,4-dihydro-2H-pyrido[1,2-a]pyrimidin-1-ium-3-ide O=C1[N+](=C2N(C([C-]1C1=CC(=CC=C1)C(F)(F)F)=O)C=CC=C2)CC=2C=NC=NC2